((3,3-dimethoxycyclobutyl)methyl)-1H-pyrazole-3-carbaldehyde COC1(CC(C1)CN1N=C(C=C1)C=O)OC